N-methyl-1-{[p-(6-methylheptylamino)-phenyl]-methyl}-3-azetidinecarboxamide CNC(=O)C1CN(C1)CC1=CC=C(C=C1)NCCCCCC(C)C